C1(=CC=CC=C1)NC1=NC(=NC(=N1)NC(C)C)N N-phenyl-N'-isopropyl-[1,3,5]triazine-2,4,6-triamine